1-(2-((2S,4R)-4-fluoro-2-(5-hydroxypyridin-2-ylcarbamoyl)pyrrolidin-1-yl)-2-oxoethyl)-5-(pyridazin-4-yl)-1H-indazole-3-carboxamide F[C@@H]1C[C@H](N(C1)C(CN1N=C(C2=CC(=CC=C12)C1=CN=NC=C1)C(=O)N)=O)C(NC1=NC=C(C=C1)O)=O